C1(=CC=CC=C1)[C@H]1N=CO[C@H]1C1=CC=CC=C1 (4r,5s)-4,5-diphenyl-2-oxazoline